2-(4-cyclopropyl-6-ethylpyrimidin-5-yl)-8-({4-[1-methyl-4-(trifluoromethyl)imidazol-2-yl]phenyl}methyl)pyrido[2,3-d]pyrimidin-7-one C1(CC1)C1=NC=NC(=C1C=1N=CC2=C(N1)N(C(C=C2)=O)CC2=CC=C(C=C2)C=2N(C=C(N2)C(F)(F)F)C)CC